S1C(=NC2=C1C=CC=C2)NC(=O)C=2C=CC=C1CCN(CC21)C2=CC=C(C(=N2)C(=O)O)C=2C=NN(C2)CC21CC3(CC(CC(C2)C3)C1)OC(C)C 6-[8-(1,3-benzothiazol-2-ylcarbamoyl)-3,4-dihydroisoquinolin-2(1H)-yl]-3-(1-{[3-(propan-2-yloxy)tricyclo[3.3.1.13,7]dec-1-yl]methyl}-1H-pyrazol-4-yl)pyridine-2-carboxylic acid